benzyl ((5-(bromomethyl)benzo[d]oxazol-2-yl)(4,4-difluorocyclohexyl)methyl)-carbamate BrCC=1C=CC2=C(N=C(O2)C(C2CCC(CC2)(F)F)NC(OCC2=CC=CC=C2)=O)C1